CN1C(=NC2=C(C1=O)C=NN2)N2CCC1(CCN(C1)C1=NC(=NC=C1)C(F)(F)F)CC2 5-methyl-6-(2-(2-(trifluoromethyl)pyrimidin-4-yl)-2,8-diazaspiro[4.5]decan-8-yl)-1,5-dihydro-4H-pyrazolo[3,4-d]pyrimidin-4-one